3-Amino-6-bromo-N-(3,3,3-trifluoro-2-methoxy-2-methylpropyl)-5-(trifluoromethyl)picolinamide NC=1C(=NC(=C(C1)C(F)(F)F)Br)C(=O)NCC(C(F)(F)F)(C)OC